ClC1=C(OC=2N=NC(=CC2C(=O)NC2=CC(=CC=C2)S(=O)(=N)C)S(F)(F)(F)(F)F)C=CC(=C1)F 3-(2-chloro-4-fluorophenoxy)-N-(3-(S-methylsulfonimidoyl)phenyl)-6-(pentafluoro-λ6-sulfaneyl)pyridazine-4-carboxamide